ClC1=CC(=C(C=C1)C(C(C(=O)N)(F)F)O)F 3-(4-chloro-2-fluorophenyl)-2,2-difluoro-3-hydroxypropionamide